BrCC1=CC=C2C(=N1)SC(=C2)C(=O)OCC ethyl 6-(bromomethyl)thieno[2,3-b]pyridine-2-carboxylate